(1r,3r,5r,7r)-2-azaadamantane hydrochloride Cl.C12NC3CC(CC(C1)C3)C2